CC1=C(C(=CC=C1)C)NC(CN(CCC)CC)=O N-(2,6-dimethylphenyl)-2-(ethyl(propyl)amino)acetamide